ClC=1N=NC(=C(C1C1=C(C=C(C=C1F)F)F)C1=CC=CC=C1)C 3-chloro-6-methyl-5-phenyl-4-(2,4,6-trifluorophenyl)pyridazine